methyl (3S)-6-(tert-butoxycarbonylamino)-3-[[7-(5-methyl-1,2,4-oxadiazol-3-yl)-1-isoquinolyl]-amino]hexanoate C(C)(C)(C)OC(=O)NCCC[C@@H](CC(=O)OC)NC1=NC=CC2=CC=C(C=C12)C1=NOC(=N1)C